C1(CC1)N(C1CCN(CC1)C(=O)OC(C)(C)C)CC(=O)OC tert-Butyl 4-[cyclopropyl(2-methoxy-2-oxoethyl)amino]piperidine-1-carboxylate